(1R,2S,5S)-6,6-Dimethyl-3-(2-(3-methyl-1-(tetrahydro-2H-pyran-2-yl)-1H-pyrazol-5-yl)acetyl)-3-azabicyclo[3.1.0]hexane-2-carboxylic acid CC1([C@H]2CN([C@@H]([C@@H]12)C(=O)O)C(CC1=CC(=NN1C1OCCCC1)C)=O)C